6-methoxy-2-[(8-methoxy-3,4-dihydro-2H-quinolin-1-yl)methyl]-3H-quinazolin-4-one COC=1C=C2C(NC(=NC2=CC1)CN1CCCC2=CC=CC(=C12)OC)=O